C(C1=CC=CC=C1)N1C(=NC2=C1C=C(C=C2)C=2C(=NOC2C)C)C(N)=N 1-benzyl-6-(3,5-dimethylisoxazol-4-yl)-1H-benzo[d]imidazole-2-carboximidamide